O=C1CC2CC(CC2C1)C=1N=CN(C1C(=O)NC1=CC(=C(C=C1)F)Cl)C 4-[5-oxo-octahydropentalen-2-yl]-N-(3-chloro-4-fluorophenyl)-1-methyl-1H-imidazole-5-carboxamide